C(#C)C1=C2C=C(N=CC2=C(N=C1)NC)NC(OC(C)(C)C)=O tert-butyl (5-ethynyl-8-(methylamino)-2,7-naphthyridin-3-yl)carbamate